CN1[C@H](CCC1)C=1N=C2N(C=C(N=C2)NC(C2=CC=C(C=C2)C=2C=NN(C2)COCC[Si](C)(C)C)=O)C1 (R)-N-(2-(1-methylpyrrolidin-2-yl)imidazo[1,2-a]pyrazin-6-yl)-4-(1-((2-(trimethylsilyl)ethoxy)methyl)-1H-pyrazol-4-yl)benzamide